CC([C@@H](C(=O)N1[C@@H](CCC1)C(=O)N1CC(OCC1)C1=CC=CC2=CC=CC=C12)NC(=O)C1=CC2=C(S1)C=CC(=C2)C(F)(F)P(O)(O)=O)(C)C ((2-(((2S)-3,3-dimethyl-1-((2S)-2-(2-(naphthalen-1-yl)morpholine-4-carbonyl)pyrrolidin-1-yl)-1-oxobutan-2-yl)carbamoyl)benzo[b]thiophen-5-yl)difluoromethyl)phosphonic acid